6-(3-isopropyl-5-(1-(oxetan-3-yl)piperidin-4-yl)-1H-indol-2-yl)-[1,2,4]triazolo[1,5-b]pyridazine C(C)(C)C1=C(NC2=CC=C(C=C12)C1CCN(CC1)C1COC1)C=1C=CC=2N(N1)N=CN2